C(CCCCCCCCCCCC=CCCCCCCCC)(=O)OCCCCCCCCCCCCCCCCC(=O)O 17-(docosa-13-enoyloxy)-heptadecanoic acid